4-(5-methyl-2-((1-methyl-1H-pyrazol-5-yl)amino)pyrimidin-4-yl)-N-(quinolin-7-ylmethyl)oxazole-2-carboxamide CC=1C(=NC(=NC1)NC1=CC=NN1C)C=1N=C(OC1)C(=O)NCC1=CC=C2C=CC=NC2=C1